O1CCN(CC1)C1C(CC[C@@H](C1)CC[Si](OC)(OC)OC)O 2-Morpholino-4(s)-(2-trimethoxysilyl-ethyl)cyclohexan-1-ol